N1=C(C=CC2=CC=CC=C12)C=O quinolinal